3-acetamido-1-benzyl-4-methyl-pyridinium bromide [Br-].C(C)(=O)NC=1C=[N+](C=CC1C)CC1=CC=CC=C1